CC(CC=C)(C(CC=C)(CC)C)CC 4,5-dimethyl-4,5-diethylocta-1,7-diene